C1(CCC1)CC=1N=CC2=C(N1)NC=C2C2=CC=1N(C=C2)N=CC1C(=O)NC1CC(C1)(F)F 5-(2-(cyclobutylmethyl)-7H-pyrrolo[2,3-d]pyrimidin-5-yl)-N-(3,3-difluorocyclobutyl)pyrazolo[1,5-a]pyridine-3-carboxamide